2-[[2-(9H-fluoren-9-ylmethoxycarbonyl-amino)acetyl]amino]acetic acid C1=CC=CC=2C3=CC=CC=C3C(C12)COC(=O)NCC(=O)NCC(=O)O